(2S,5R)-5-[2-methoxy-4-(4-trifluoromethylphenyl)phenyl]-3-methyl-1H-pyrrole-2-carboxamide hydrochloride Cl.COC1=C(C=CC(=C1)C1=CC=C(C=C1)C(F)(F)F)C1=CC(=C(N1)C(=O)N)C